CC1=CC=NC(=N1)SCCCC1=NC(=NO1)C1=CC=CC=C1 6-methyl-2-{[3-(3-phenyl-1,2,4-oxadiazol-5-yl)propyl]sulfanyl}pyrimidin